C(=CCCC)[Si](OCC)(OCC)C pentenyl-methyldiethoxysilane